O[C@@H]1C[C@H]2[C@H](C\C=C/C3=C(O2)C=C(C=C3)C(=O)O)[C@H]1\C=C\[C@H](CCCCC)O (2R,3R,3aR,5Z,11aS)-2-hydroxy-3-[(1E,3S)-3-hydroxy-1-octen-1-yl]-1,2,3,3a,4,11a-hexahydrobenzo[b]cyclopenta[g]oxocine-9-carboxylic acid